ClC1=NC=2N(C(=C1)N[C@H](C)C1=C(C=C(C=C1)Cl)Cl)N=CC2 (R)-5-chloro-N-(1-(2,4-dichlorophenyl)ethyl)pyrazolo[1,5-a]pyrimidin-7-amine